3-(4,5-dimethyl-1,3-dithiolan-2-yl)-1-(4-methylbenzyl)-4-oxo-4H-pyrido[1,2-a]pyrimidinium CC1SC(SC1C)C1=C[N+](=C2N(C1=O)C=CC=C2)CC2=CC=C(C=C2)C